bis[4-(dimethylamino)phenyl]-4-phenylamino-1-naphthalenyl alcohol CN(C1=CC=C(C=C1)C=1C(=C(C2=CC=CC=C2C1NC1=CC=CC=C1)O)C1=CC=C(C=C1)N(C)C)C